NC=1C=C(C=CC1CC)C1=CC=CC=C1 3-amino-4-ethylbiphenyl